(E)-N-[2-methyl-4-(1,3-dimethyl-1H-pyrazole-5-oxy)-5-chlorophenyl]formamidine CC1=C(C=C(C(=C1)OC1=CC(=NN1C)C)Cl)N\C=N\[H]